Benzo[a]naphthacene-2-carboxylic acid C1=C(C=CC=2C1=C1C=C3C=C4C=CC=CC4=CC3=CC1=CC2)C(=O)O